1-((1R,2aS,2bR,4aS,6R,8aS,8bR,10aS)-6-hydroxy-6,10a-dimethylhexadecahydrocyclobuta[a]phenanthren-1-yl)ethan-1-one O[C@@]1(CC[C@@H]2[C@H]3CC[C@]4([C@H]([C@@H]3CC[C@H]2C1)C[C@H]4C(C)=O)C)C